O=C1N(CCC1)[C@@H](C#N)CC |r| racemic-2-(2-oxopyrrolidin-1-yl)-butanenitrile